(S)-2-(6-amino-6,7,8,9-tetrahydro-5H-pyridazino[3,4-b]indol-3-yl)phenol N[C@@H]1CC=2C3=C(NC2CC1)N=NC(=C3)C3=C(C=CC=C3)O